F[C@H]1[C@@H]2CC[C@H](C[C@H]1OC1=CC=C(N=N1)C1=C(C=C(C=C1)C1=NC(N(C=N1)C)=O)O)N2C 4-(4-(6-(((1S,2S,3R,5R)-2-fluoro-8-methyl-8-azabicyclo[3.2.1]octan-3-yl)oxy)pyridazin-3-yl)-3-hydroxyphenyl)-1-methyl-1,3,5-triazin-2(1H)-one